FC(=C(CC1=NSC(=N1)NC(=O)C1=C(SC(=C1)C1=CC(=CC=C1)OC(F)F)C)C)F N-(3-(3,3-difluoro-2-methylallyl)-1,2,4-thiadiazol-5-yl)-5-(3-(difluoromethoxy)phenyl)-2-methylthiophene-3-carboxamide